COC(=O)C1=CC=C2NC(C=3N(C2=C1)C(=NC3)C3CC3)=O.BrC3=C(N)C(=CC(=C3)C(C)(C)C)Br 2,6-Dibromo-4-(t-butyl)aniline methyl-1-cyclopropyl-4-oxo-4,5-dihydroimidazo[1,5-a]quinoxaline-8-carboxylate